O=C1CCOC2=CC(=CC=C12)OC(C=1C=C(C#N)C=CC1)C1=CC=NC=C1 3-(((4-oxochroman-7-yl)oxy)(pyridin-4-yl)methyl)benzonitrile